C(\C=C\C=CCCCC)=O (trans)-2,4-nonadienal